(3-methyloxetan-3-yl)-2-(methylsulfinyl)-5-(trifluoromethyl)pyrimidin-4-amine CC1(COC1)C1=C(C(=NC(=N1)S(=O)C)N)C(F)(F)F